FC(CN1C(=NC=2C(=NC=CC21)C2=C(C=C(C=C2)C(=O)N2CCOCC2)F)C(F)(F)F)F (4-(1-(2,2-difluoroethyl)-2-(trifluoromethyl)-1H-imidazo[4,5-c]pyridin-4-yl)-3-fluorophenyl)(morpholin-4-yl)methanone